SC1=[N+](C=C(C(=O)OC)C=C1)[O-] Methyl 6-mercaptonicotinate 1-oxide